C1(CC1)C1=C(C(=CC=C1)F)N1CCC(CC1)N1C(N(C=2C([C@@H]1C)=CN(N2)C)CC2=C(C=CC=C2)C(F)(F)F)=O (S)-5-[1-(2-cyclopropyl-6-fluoro-phenyl)-piperidin-4-yl]-2,4-dimethyl-7-(2-trifluoromethyl-benzyl)-2,4,5,7-tetrahydro-pyrazolo[3,4-d]pyrimidin-6-one